N-iso-Pentyl-2-(methylthio)-1H-imidazole-1-carboxamide C(CC(C)C)NC(=O)N1C(=NC=C1)SC